2-(4-(1-(4-Methoxybenzyl)-4-(5-methyloxazol-2-yl)-2-oxo-2,3-dihydro-1H-benzo[b]azepin-8-yl)-1H-pyrazol-1-yl)-N,N-dimethylacetamide COC1=CC=C(CN2C3=C(C=C(CC2=O)C=2OC(=CN2)C)C=CC(=C3)C=3C=NN(C3)CC(=O)N(C)C)C=C1